8-(2-chloro-3,5-difluoro-phenyl)-N-(2,3-dihydro-1,4-benzoxazin-4-yl)-7-fluoro-4-morpholino-quinoline-3-carboxamide ClC1=C(C=C(C=C1F)F)C=1C(=CC=C2C(=C(C=NC12)C(=O)NN1CCOC2=C1C=CC=C2)N2CCOCC2)F